(S)-1-(diphenylcarbamoyl)-4-(ethyl((5-methylthiophen-3-yl)methyl)carbamoyl)piperazine-2-carboxylic acid C1(=CC=CC=C1)N(C(=O)N1[C@@H](CN(CC1)C(N(CC1=CSC(=C1)C)CC)=O)C(=O)O)C1=CC=CC=C1